Cl.Cl.ClC1=C(C=CC=C1)[C@]1([C@@H](CCCC1)NCCC1=CC(=C(C=C1)OC)OC)NC Trans-(1R,2R)-1-(2-chlorophenyl)-N2-[3,4-dimethoxyphenethyl]-N1-methyl-cyclohexane-1,2-diamine dihydrochloride